CN(C1CCC(CC1)NC1CCC=2NC3=C(C=CC(=C3C2C1)C1=C(C=CC=C1)C)C(=O)N)C 3-((4-(dimethylamino)cyclohexyl)amino)-5-(o-tolyl)-2,3,4,9-tetrahydro-1H-carbazole-8-carboxamide